4-((1-(4-(2-(2-aminopyridin-3-yl)-5-(6-(fluoromethoxy)pyridin-3-yl)-3H-imidazo[4,5-b]pyridin-3-yl)benzyl)piperidin-4-yl)amino)pyrimidine-2-carbonitrile NC1=NC=CC=C1C1=NC=2C(=NC(=CC2)C=2C=NC(=CC2)OCF)N1C1=CC=C(CN2CCC(CC2)NC2=NC(=NC=C2)C#N)C=C1